2-{[(4as,7ar)-1-methyl-octahydro-1H-cyclopenta[b]pyridin-4a-yl]methoxy}-7-[8-ethynyl-7-fluoro-3-(methoxymethoxy)naphthalen-1-yl]-8-fluoropyrido[4,3-d]pyrimidin-4-ol CN1[C@H]2[C@@](CCC1)(CCC2)COC=2N=C(C1=C(N2)C(=C(N=C1)C1=CC(=CC2=CC=C(C(=C12)C#C)F)OCOC)F)O